1-[4-[6-[5-[[6-(cyclobutoxy)pyrazin-2-yl]amino]-1-methyl-pyrazol-4-yl]-3-pyridinyl]phenyl]cyclopropanecarboxylic acid C1(CCC1)OC1=CN=CC(=N1)NC1=C(C=NN1C)C1=CC=C(C=N1)C1=CC=C(C=C1)C1(CC1)C(=O)O